3-[6-fluoro-1-methyl-7-[4-[[(3S,4S)-3-methyl-4-piperidyl]methyl]piperazin-1-yl]indazol-3-yl]piperidine-2,6-dione FC1=CC=C2C(=NN(C2=C1N1CCN(CC1)C[C@@H]1[C@@H](CNCC1)C)C)C1C(NC(CC1)=O)=O